NC1=C(C=CC=C1F)C(O)C=1C=NC(=C(C1)C)C(F)F (2-amino-3-fluoro-phenyl)-[6-(difluoromethyl)-5-methyl-3-pyridinyl]methanol